(S)-2-(4-(6-((1'-(difluoromethyl)-2-methyl-1'H,2H-[3,4'-bipyrazol]-5-yl)methoxy)pyridin-2-yl)-2,5-difluorobenzyl)-1-(oxetan-2-ylmethyl)-1H-benzo[d]imidazole-6-carboxylic acid FC(N1N=CC(=C1)C=1N(N=C(C1)COC1=CC=CC(=N1)C1=CC(=C(CC2=NC3=C(N2C[C@H]2OCC2)C=C(C=C3)C(=O)O)C=C1F)F)C)F